5-((2'-methyl-[1,1'-biphenyl]-4-yl)thio)-1H-1,2,3-triazole-4-carboxylic acid CC1=C(C=CC=C1)C1=CC=C(C=C1)SC1=C(N=NN1)C(=O)O